2,4-bis(benzyloxy)-5-isopropyl-N-(quinolin-8-yl)benzamide C(C1=CC=CC=C1)OC1=C(C(=O)NC=2C=CC=C3C=CC=NC23)C=C(C(=C1)OCC1=CC=CC=C1)C(C)C